cyclohexane ethylenedicarboxylate C(CC(=O)O)C(=O)O.C1CCCCC1